FC1(CC(C1)OC1=NOC(=C1)C(=O)NC=1C(=NC=NC1C1OCC(CC1)(F)F)C1=C(C=CC(=C1)F)F)F 3-(3,3-difluorocyclobutoxy)-N-(4-(2,5-difluorophenyl)-6-(5,5-difluorotetrahydro-2H-pyran-2-yl)pyrimidin-5-yl)isoxazole-5-carboxamide